(R)-3,3-Difluoro-2-methyl-6-{(1R,3aS,7aR,E)-7a-methyl-4-[2-(5-phenyl-2H-tetrazol-2-yl)ethylidene]octahydro-1H-inden-1-yl}heptan-2-ol FC(C(C)(O)C)(CC[C@@H](C)[C@H]1CC[C@H]2/C(/CCC[C@]12C)=C/CN1N=C(N=N1)C1=CC=CC=C1)F